C(C)OC[C@@H]1[C@@H]([C@@H]([C@H]([C@H](C1)OC[C@@H]([C@@H]([C@@H](CCCCCCCCCCCCCC)O)O)NC(CCCCCCCCCCC1=CC=CC=C1)=O)O)O)O N-((2S,3S,4R)-1-{[((1S,2R,3S,4S,5R)-5-(ethoxymethyl)-2,3,4-trihydroxycyclohexyl)]Oxy}-3,4-dihydroxyoctadecane-2-yl)-11-phenylundecaneamide